[O].[Pb] lead oxygen salt